C(#N)C=1C(=NC(=NC1)N[C@H]1CN(C[C@@H](C1)F)C1=NC2=C(N1C)C=C(C(=C2)NC(C=C)=O)C)N(C)C N-(2-((3R,5R)-3-((5-Cyano-4-(dimethylamino)pyrimidin-2-yl)amino)-5-fluoropiperidin-1-yl)-1,6-dimethyl-1H-benzo[d]imidazol-5-yl)acrylamide